COC(=O)C1=C(C=C(C=C1F)F)B(O)O 2-METHOXYCARBONYL-3,5-DIFLUOROPHENYLBORONIC ACID